NCCCCC(=O)OCC1=CC(=CC(=C1)[N+](=O)[O-])[N+](=O)[O-] 3,5-dinitrobenzyl 5-aminopentanoate